CN1C(C=CC(=C1)C1=C(C=CC=C1)NC1=CC=C(C=C1)C(F)(F)F)=O 1-Methyl-5-(2-((4-(trifluoromethyl)phenyl)amino)phenyl)pyridin-2(1H)-one